CN1N=C(C(=C1)C=1OC(=CN1)C=O)C (2-(1,3-dimethyl-1H-pyrazol-4-yl)oxazol-5-yl)methanone